C(C)[C@@H]1C(N(C(N1)=O)C=1C=NC(=CC1)OC1=CC=CC=2COC(C21)C)=O (5R)-5-ethyl-3-{6-[(3-methyl-1,3-dihydro-2-benzofuran-4-yl)oxy]-3-pyridinyl}-2,4-imidazolidinedione